NC=1C=CC(=C(C1)NC1=NC(=NC=C1C1=CC=C(C=C1)C(F)(F)F)NC=1C=NOC1)F N4-(5-amino-2-fluorophenyl)-N2-(1,2-oxazol-4-yl)-5-[4-(trifluoromethyl)phenyl]pyrimidine-2,4-diamine